[C].O1CCN(CC1)C(C[C@H](C(N[C@@H](CCCC1=CC=CC=C1)B1OC(C(O1)(C)C)(C)C)=O)NC(=O)[C@H]1OCCCC1)=O (S)-N-((R)-4-morpholino-1,4-dioxo-1-(((R)-4-phenyl-1-(4,4,5,5-tetramethyl-1,3,2-dioxaborolan-2-yl)butyl)amino)butan-2-yl)tetrahydro-2H-pyran-2-carboxamide carbon